FC1=C(C=CC2=C1N=C(O2)[C@H]2N(CCC1=C2N=CN1)C(=O)C=1OC(=NN1)C1=NC=CC=C1)F (S)-(4-(4,5-difluorobenzo[d]oxazol-2-yl)-6,7-dihydro-1H-imidazo[4,5-c]pyridin-5(4H)-yl)(5-(pyridin-2-yl)-1,3,4-oxadiazol-2-yl)methanone